C[C@H]1N(CCOC1)C1=NC2=C(N=CC=C2C(=C1)C1CCOCC1)C1=CC=NN1 2-[(3R)-3-methylmorpholin-4-yl]-8-(1H-pyrazol-5-yl)-4-(tetrahydro-2H-pyran-4-yl)-1,7-naphthyridine